ClC=1C=C(C=CC1Cl)C=1SC=C(N1)NC(=O)C=1C(=NC(=NC1)OCCN(CCOCCNC(OC(C)(C)C)=O)C)C tert-butyl (2-(2-((2-((5-((2-(3,4-dichlorophenyl)thiazol-4-yl)carbamoyl)-4-methylpyrimidin-2-yl)oxy)ethyl)(methyl)amino)ethoxy)ethyl)carbamate